C1(CC1)C=1CN(ON1)[C@H](C(=O)NC1=NC=CC(=C1)C(CO)N1C(N[C@@H](C1)C(F)(F)F)=O)C1CCC(CC1)C 4-Cyclopropyl-N-((1S)-2-((4-(2-hydroxy-1-((S)-2-oxo-4-(trifluoromethyl)imidazolidin-1-yl)ethyl)pyridin-2-yl)amino)-1-((1r,4S)-4-methylcyclohexyl)-2-oxoethyl)-1,2,5-oxadiazole